C(=O)(O)C1=CC=C(C=C1)CCN(CCC1=C(C=CC=C1)OCC1=C(C=C(C=C1)C1=CC=C(C=C1)C(F)(F)F)Cl)C=1C(=NC=2CCCCC2C1)C(=O)O (5S)-{[2-(4-carboxyphenyl)ethyl][2-(2-{[3-chloro-4'-(trifluoromethyl)biphenyl-4-yl]methoxy}phenyl)ethyl]-amino}-5,6,7,8-tetrahydroquinoline-2-carboxylic acid